6-((5-phenyl-2H-tetrazol-2-yl)methyl)nicotinohydrazide C1(=CC=CC=C1)C=1N=NN(N1)CC1=NC=C(C(=O)NN)C=C1